3-chloro-7,8-dimethylfuro[2,3-g]quinoxaline ClC=1C=NC2=CC3=C(C=C2N1)OC(=C3C)C